OC=1C(C=C(OC1)COC1=CC(=C2C(=CC(OC2=C1)=O)C)C)=O 7-((5-hydroxy-4-oxo-4H-pyran-2-yl)methoxy)-4,5-dimethylcoumarin